FC1(CC1)CN1N=C(C=2C=NC(=CC21)C2=NN(C=C2[N+](=O)[O-])C2OCCCC2)N2CC(C2)S(=O)(=O)C 1-[(1-fluorocyclopropyl)methyl]-3-(3-methylsulfonylazetidin-1-yl)-6-(4-nitro-1-tetrahydropyran-2-yl-pyrazol-3-yl)pyrazolo[4,3-c]pyridine